CN1N=C2C=3N(CCCC2=C1)N=C1C3CN(CC1)C(=O)OC(C)(C)C Tert-Butyl 2-methyl-2,5,6,9,10,12-hexahydropyrazolo[3,4-c]pyrido[4',3':3,4]pyrazolo[1,5-a]-azepine-11(4H)-carboxylate